7-Benzyl-2-(2-hydroxyethyl)-2,7-diazaspiro[4.5]decane-1,6,8-trione C(C1=CC=CC=C1)N1C(C2(CCN(C2=O)CCO)CCC1=O)=O